C(C)(=O)C=1C=CC=2C(C3=C(N(C2N1)CC(=O)[O-])C(=C(C=C3)Cl)SC)=O.[Na+] sodium 2-(2-acetyl-8-chloro-9-(methylthio)-5-oxobenzo[b][1,8]naphthyridin-10(5H)-yl)acetate